C1(=CC=C(C=C1)C(=O)[C@]([C@](C(=O)O)(O)C(=O)C1=CC=C(C=C1)C)(O)C(=O)O)C Di-p-toluoyl-L-tartaric acid